CO[Si](CCCCCC[Si](OC)(OC)OC)(OC)OC 1,6-Bis(trimethoxysilyl)hexane